FC1=C(C=CC(=C1C)[C@@H](C)NC(=O)C1=NC(=NO1)C1(CC1)C)C1=NC=NC=2NC3=CC(=CC=C3C21)N2CCN(CC2)C(=O)OCC2=CC=CC=C2 benzyl (R)-4-(4-(2-fluoro-3-methyl-4-(1-(3-(1-methylcyclopropyl)-1,2,4-oxadiazole-5-carboxamido)ethyl)phenyl)-9H-pyrimido[4,5-b]indol-7-yl)piperazine-1-carboxylate